C(C)(=O)OC=1C=C2C(C(=COC2=C(C1OC(C)=O)C)C1=CC=C(C=C1)OC)=O 7-(Acetyloxy)-3-(4-methoxyphenyl)-8-methyl-4-oxo-4H-chromen-6-yl acetate